homophenylalanine N[C@@H](CCC1=CC=CC=C1)C(=O)O